CC=1SC(=C(N1)C)CN1C(N(C(C2=C1SC(=C2)S(=O)(=O)NC2(CC2)C)=O)CC=2C=NN(C2)C)=O 1-((2,4-dimethylthiazol-5-yl)methyl)-3-((1-methyl-1H-pyrazole-4-yl)methyl)-N-(1-methylcyclopropyl)-2,4-Dioxo-1,2,3,4-tetrahydrothieno[2,3-d]pyrimidin-6-sulfonamide